4-(1-(4-(1,1,1-trifluoro-4-(methylsulfonyl)butan-2-yl)pyridin-2-yl)-1H-pyrazol-4-yl)pyridine-2,3-diamine FC(C(CCS(=O)(=O)C)C1=CC(=NC=C1)N1N=CC(=C1)C1=C(C(=NC=C1)N)N)(F)F